Cl.CC1=CC=C(C=2C=CC=NC12)NC1CCNCC1 8-methyl-N-(piperidin-4-yl)quinolin-5-amine hydrochloride